C(C1CS1)SCC1CS1 Epithiopropyl sulfide